OC1=C(C=CC(=C1)OC)B(O)O (2-hydroxy-4-methoxyphenyl)boronic acid